dibutyl sebacate (dibutyl sebacate) C(CCC)C(C(=O)O)(CCCCCCCC(=O)O)CCCC.C(CCCCCCCCC(=O)OCCCC)(=O)OCCCC